C(#N)CCN(C=1C=CC(=NC1)OCCN1[C@H](CN(C[C@H]1C)C(=O)OCC1=CC=CC=C1)C)C(=O)OC Benzyl (3s,5r)-4-(2-((5-((2-cyanoethyl) (methoxycarbonyl) amino) pyridin-2-yl) oxy) ethyl)-3,5-dimethylpiperazine-1-carboxylate